1-(6,7-dihydro-5H-benzo[6,7]cyclohepta[1,2-c]pyridazin-3-yl)-N3-(5,7,8,9-tetrahydrospiro[cyclohepta[b]pyridine-6,2'-[1,3]dioxolane]-3-yl)-1H-1,2,4-triazole-3,5-diamine N1=NC(=CC2=C1C1=C(CCC2)C=CC=C1)N1N=C(N=C1N)NC=1C=C2C(=NC1)CCCC1(OCCO1)C2